dihydrophenanthrene bromoborate B(O)(O)Br.C1CC=CC=2C3=CC=CC=C3C=CC12